C(C)(C)(C)OC(=O)N1CCC(CC1)(C(=O)O)CC1=NC=C(C=C1)OC 1-tert-butoxycarbonyl-4-[(5-methoxy-2-pyridyl)methyl]piperidine-4-carboxylic acid